BrC=1C=CC=2C(=C3C=CC=NC3=C3C2C=CC(=C3)Br)C1 6,11-dibromodibenzo[f,h]quinoline